COC1=CC=C(C=C1)C=1NC(=C(N1)C1=CC=C(C=C1)OC)C1=CC=CC=C1 2,4-bis(p-methoxyphenyl)5-phenylimidazole